ClC1=C2C(C[C@@]3(C2=CC=C1)CC(CCC3)=O)(O)C(F)F (1R)-4'-chloro-3'-(difluoromethyl)-3'-hydroxy-2',3'-dihydrospiro[cyclohexane-1,1'-inden]-3-one